(1r,2'R,4R)-4-(3-bromoanilino)-2'-phenyl-2',3'-dihydrospiro[cyclohexane-1,1'-indene]-4-carboxylic acid BrC=1C=C(NC2(CCC3([C@H](CC4=CC=CC=C34)C3=CC=CC=C3)CC2)C(=O)O)C=CC1